5-[(7R)-1-fluoro-3-hydroxy-7-{[(1-methyl-1H-pyrrol-2-yl)methyl]amino}-5,6,7,8-tetrahydronaphthalen-2-yl]-1λ6,2,5-thiadiazolidine-1,1,3-trione FC1=C(C(=CC=2CC[C@H](CC12)NCC=1N(C=CC1)C)O)N1CC(NS1(=O)=O)=O